ClC1=CC(=C(C=C1)S(=O)(=O)N[C@@H]([C@H](C)C1=C(C(=CC=C1)F)C)C=1OC(NN1)=O)OC 4-chloro-N-((1S,2R)-2-(3-fluoro-2-methylphenyl)-1-(5-oxo-4,5-dihydro-1,3,4-oxadiazol-2-yl)propyl)-2-methoxybenzenesulfonamide